ClC1=C(C=CC=C1)N1C2=CC=CC=C2C=2CC(CCC12)C(=O)O 9-(2-chlorophenyl)-2,3,4,9-tetrahydro-1H-carbazole-3-carboxylic acid